(3S)-3-({1-cyclopentyl-5-[2-(trifluoromethyl)phenyl]-1H-pyrazol-3-yl}formamido)-5-(3,3-difluoropiperidin-1-yl)pentanoic acid C1(CCCC1)N1N=C(C=C1C1=C(C=CC=C1)C(F)(F)F)C(=O)N[C@H](CC(=O)O)CCN1CC(CCC1)(F)F